(S)-5-(((4-(3-chloro-4-(2-chloro-3-((3-fluoro-4-(((2-hydroxyethyl)amino)methyl)pyridin-2-yl)amino)phenyl)pyridin-2-yl)-2-(difluoromethoxy)benzyl)amino)methyl)pyrrolidin-2-one ClC=1C(=NC=CC1C1=C(C(=CC=C1)NC1=NC=CC(=C1F)CNCCO)Cl)C1=CC(=C(CNC[C@@H]2CCC(N2)=O)C=C1)OC(F)F